OC1=C(C2=CC=C(C=C2C=C1)S(=O)(=O)[O-])N=NC1=CC=C(C=C1)S(=O)(=O)[O-].[Na+].[Na+].ClC1=CC2=C(OC3=C2C=CC(=C3)C=3C2=CC=CC=C2C(=C2C=CC=CC32)C3=CC2=C(OC4=C2C=CC=C4)C=C3)C=C1 2-chloro-7-(10-(dibenzofuran-2-yl)anthracene-9-yl)dibenzofuran disodium 2-hydroxy-1-(4-sulfonatophenylazo)naphthalene-6-sulfonate